N-(2-((6-(2,6-dichloro-3,5-dimethoxyphenyl)-8-isopropyl-7-thioxo-5,6,7,8-tetrahydropyrimido[4,5-d]pyrimidin-2-yl)amino)-3-methylphenyl)acrylamide ClC1=C(C(=C(C=C1OC)OC)Cl)N1C(N(C2=C(C1)C=NC(=N2)NC2=C(C=CC=C2C)NC(C=C)=O)C(C)C)=S